(±)-2-((2-Chloro-4-(4-(3-chlorophenyl)-trans-2,3-dimethylpiperazine-1-carbonyl)phenyl)sulfinyl)-1-(6-(trifluoromethyl)pyridin-3-yl)ethan-1-one ClC1=C(C=CC(=C1)C(=O)N1[C@H]([C@@H](N(CC1)C1=CC(=CC=C1)Cl)C)C)[S@](=O)CC(=O)C=1C=NC(=CC1)C(F)(F)F |&1:24|